1-(4-(6,8-dichloro-7-(2-methoxy-naphthalen-1-yl)quinazolin-4-yl)piperazin-1-yl)prop-2-en-1-one ClC=1C=C2C(=NC=NC2=C(C1C1=C(C=CC2=CC=CC=C12)OC)Cl)N1CCN(CC1)C(C=C)=O